COC1=CC=C2C(C[C@H](OC2=C1)CCC1=NC=CC=C1)=O (R)-7-methoxy-2-(2-(pyridin-2-yl)ethyl)chroman-4-one